10-(4-phenyl-3,5,6-tris(9H-pyrido[3,4-b]indol-9-yl)pyridin-2-yl)-10H-phenoxazine C1(=CC=CC=C1)C1=C(C(=NC(=C1N1C2=C(C3=CC=CC=C13)C=CN=C2)N2C1=C(C3=CC=CC=C23)C=CN=C1)N1C2=CC=CC=C2OC=2C=CC=CC12)N1C2=C(C3=CC=CC=C13)C=CN=C2